N1=C(C=C2N1COCC2)C=O 4,5-dihydro-7H-pyrazolo[1,5-c][1,3]oxazine-2-carbaldehyde